3,3'-dichloropivalic acid CC(CCl)(CCl)C(=O)O